N-(4-(2-(dimethylamino)ethoxy)-2-methoxy-5-nitrophenyl)-4-(1-methyl-1H-indol-3-yl)pyrimidin-2-amine CN(CCOC1=CC(=C(C=C1[N+](=O)[O-])NC1=NC=CC(=N1)C1=CN(C2=CC=CC=C12)C)OC)C